3-(4-fluorophenyl)propylamine hydrochloride Cl.FC1=CC=C(C=C1)CCCN